t-butylnitrophenyl peroxycarbanate C(=O)OOC1=C(C(=CC=C1)C(C)(C)C)[N+](=O)[O-]